FC(C(C)(O)C)(C1=C(C(=CC=C1)[C@@H](C)NC=1C2=C(N=C(N1)C)C(=NC(=C2)S(=O)(=O)C)C)F)F 1,1-difluoro-1-{2-fluoro-3-[(1R)-1-{[6-(methanesulfonyl)-2,8-dimethylpyrido[3,4-d]pyrimidin-4-yl]amino}ethyl]phenyl}-2-methylpropan-2-ol